C(C)(C)C=1C=NN(C1)C1(CN(C1)C=1C=2N(C=CC1)N=C(N2)NC=2C=NN(C2)C)CC#N 2-[3-(4-isopropylpyrazol-1-yl)-1-[2-[(1-methylpyrazol-4-yl)amino]-[1,2,4]triazolo[1,5-a]pyridin-8-yl]azetidin-3-yl]acetonitrile